C1(CC1)=C1NCCCC1N (1R)-1-cyclopropylylpiperidin-3-amine